P(=O)(O)(O)OCCCCCCCCCCC(C)C isotridecanol phosphate